FC(C=1N=CC=2N(C1)C(=CN2)C2=NC=CC(=N2)N2CC(CCC2)S(=O)(=O)N2CCOCC2)F 4-((1-(2-(6-(Difluoromethyl)imidazo[1,2-a]pyrazin-3-yl)pyrimidin-4-yl)piperidin-3-yl)sulfonyl)morpholine